1-[(2R,3S,4S,5R)-4-(benzyloxy)-5-[(benzyloxy)methyl]-5-methyl-3-[2-(trimethylsilyl)ethynyl]oxolan-2-yl]-3H-pyrimidine-2,4-dione C(C1=CC=CC=C1)O[C@H]1[C@@H]([C@@H](O[C@]1(C)COCC1=CC=CC=C1)N1C(NC(C=C1)=O)=O)C#C[Si](C)(C)C